BrC1=CC(=C(C(=C1)C)N=C1N(C2=C(N1C(C)C)C=CC=C2)C(C)C)C N-(4-Bromo-2,6-dimethylphenyl)-1,3-diisopropylbenzimidazol-2-imin